Tert-butyl 6-[(1R)-2-(1,3-dioxoisoindolin-2-yl)-1-methyl-ethyl]-2-azaspiro[3.3]heptane-2-carboxylate O=C1N(C(C2=CC=CC=C12)=O)C[C@H](C)C1CC2(CN(C2)C(=O)OC(C)(C)C)C1